(S)-1-(3-(6-chloro-7-fluoro-3-(1H-imidazol-1-yl)-5-methoxy-1-methyl-1H-indol-2-yl)-1H-1,2,4-triazol-5-yl)pyrrolidin-3-ol ClC1=C(C=C2C(=C(N(C2=C1F)C)C1=NNC(=N1)N1C[C@H](CC1)O)N1C=NC=C1)OC